5-(2-(2-(1H-pyrazolo[4,3-b]pyridin-1-yl)-7,8-dihydropyrido[4,3-d]pyrimidin-6(5H)-yl)-1-hydroxyethyl)-4-methylisobenzofuran-1(3H)-one N1(N=CC2=NC=CC=C21)C=2N=CC1=C(N2)CCN(C1)CC(O)C=1C(=C2COC(C2=CC1)=O)C